C(C)(C)(C)OC(=O)N1[C@@H](COC(C1)(C)C)C(=O)O (3S)-4-tert-butoxycarbonyl-6,6-dimethyl-morpholine-3-carboxylic acid